Cl.C(C)N1N=CC=C1 1-ethylpyrazole hydrochloride